ClC=1C(N(N=CC1NC[C@H]1COCCC1)C1CCC(CC1)N1C(CCC2=CC=CC=C12)C)=O 4-chloro-2-((1r,4S)-4-(2-methyl-3,4-dihydroquinolin-1(2H)-yl)cyclohexyl)-5-((((S)-tetrahydro-2H-pyran-3-yl)methyl)amino)pyridazin-3(2H)-one